CC1N(CCC(C1)C(=O)O)CC1=C(C=C(C=C1C)N1CC(C1)(F)C1=C(C=CC=C1Cl)Cl)C.N1=C(C=NC2=CC=CC=C12)NC=1NC(C=2NC=NC2N1)=O quinoxalinyl-guanine methyl-1-(4-(3-(2,6-dichlorophenyl)-3-fluoroazetidin-1-yl)-2,6-dimethylbenzyl)piperidine-4-carboxylate